C(#N)C1=CC=C(OC(C(=O)N(C)C=2SC3=C(N2)C=C(C(=C3)OC)OC)C3=CC=C(C=C3)S(=O)(=O)CC)C=C1 2-(4-Cyano-phenoxy)-N-(5,6-dimethoxy-benzothiazol-2-yl)-2-(4-ethanesulfonyl-phenyl)-N-methyl-acetamide